C1(CCCCC1)C(=O)N1CCC2=CC(=CC=C12)[C@@H](C)NC(C1=CC=C(C=C1)F)=O (R)-N-(1-(1-(cyclohexylcarbonyl)-2,3-dihydro-1H-indol-5-yl)ethyl)-4-fluorobenzamide